COC=1C=C2CCN(CC2=CC1NC1=NC2=CC(=CC=C2C=N1)OC1=CC=C(C=C1)N1CCN(CC1)C(C)=O)C 1-{4-[4-({2-[(6-methoxy-2-methyl-1,2,3,4-tetrahydroisoquinolin-7-yl)amino]quinazolin-7-yl}oxy)phenyl]piperazin-1-yl}ethan-1-one